(S)-2-bromo-N-((2R,3S)-1-(dibenzylamino)-3-hydroxybutan-2-yl)propanamide Br[C@H](C(=O)N[C@H](CN(CC1=CC=CC=C1)CC1=CC=CC=C1)[C@H](C)O)C